N[C@H]1[C@@H]2N(C[C@H]1C[C@@H]2O)C(=O)C2=CC1=C(N(C(=N1)C1=CC=3C(=NC=CC3)N1CC1CC1)C)C(=C2)OC (1S,4R,6S,7R)-7-amino-2-{2-[1-(cyclopropylmethyl)-1H-pyrrolo[2,3-b]pyridin-2-yl]-7-methoxy-1-methyl-1H-1,3-benzodiazole-5-carbonyl}-2-azabicyclo[2.2.1]heptan-6-ol